BrCCOC1=CC=C(C=C1)C1(C2=CC=CC=C2C=2C=CC=CC12)C1=CC=C(C=C1)OCCBr 9,9-bis(4'-(2''-bromoethoxy)phenyl)fluorene